(2S,5S,E)-N-(2,4-dimethoxybenzyl)-2-isobutyl-5-(2-(isopropylamino)-2-oxoacetyl)-N-methyl-3,16-dioxo-15-propyl-1,4-diazacyclohexadec-9-ene-7-carboxamide COC1=C(CN(C(=O)C2C[C@H](NC([C@@H](NC(C(CCCC/C=C/C2)CCC)=O)CC(C)C)=O)C(C(=O)NC(C)C)=O)C)C=CC(=C1)OC